O[C@@H](C(=O)N1CC2=C(CCC1)N=C(NC2=O)C2(CC2)C2=CC=CC=C2)C=2C=C(C=CC2)C2=CC=C(C=C2)OC(F)(F)F (R)-6-(2-hydroxy-2-(4'-(trifluoromethoxy)-[1,1'-biphenyl]-3-yl)acetyl)-2-(1-phenylcyclopropyl)-3,5,6,7,8,9-hexahydro-4H-pyrimido[5,4-c]azepin-4-one